ClC1=NC=C2C=C(C=3N(C2=C1)C=CN3)C=3C(=CC(=NC3)C(CCC)=O)C 1-(5-(8-chloroimidazo[1,2-a][1,6]naphthyridin-4-yl)-4-methylpyridin-2-yl)butan-1-one